NC=1C=2N(C3=CC(=C(C=C3N1)F)C(=O)N(CC1=C(C=C(C=C1)C(F)(F)F)F)C=1C=NN(C1C)C)C=NC2 4-amino-N-(1,5-dimethylpyrazol-4-yl)-7-fluoro-N-[[2-fluoro-4-(trifluoromethyl)phenyl]methyl]imidazo[1,5-a]quinoxaline-8-carboxamide